CCCCP(=CC#N)(CCCC)CCCC 2-(tributyl-5-phosphanylidene)acetonitrile